C(C)(C)(C)OC(=O)N1C(=NC2=C1C=C(C=C2CC(C)C)F)CN2C(C(=CC=C2)NC([C@H](CC\C=C\C(=O)N(C)C)NC(=O)N(C)C)=O)=O tert-Butyl-(S,E)-2-((3-(7-(dimethylamino)-2-(3,3-dimethylureido)-7-oxohept-5-enamido)-2-oxopyridin-1(2H)-yl)methyl)-6-fluoro-4-isobutyl-1H-benzo[d]imidazol-1-carboxylat